C(CCC)C(C(=O)OC1CC(N(C(C1)(C)C)C)(C)C)(C(=O)OC1CC(N(C(C1)(C)C)C)(C)C)CC1=CC(=C(C(=C1)C(C)(C)C)O)C(C)(C)C Bis(1,2,2,6,6-pentamethyl-4-piperidyl) Butyl(3,5-di-tert-butyl-4-hydroxybenzyl)malonate